2-(DIFLUOROMETHYL)NAPHTHALENE-7-BORONIC ACID FC(C1=CC2=CC(=CC=C2C=C1)B(O)O)F